N-[1-(Cyanomethyl-carbamoyl)-cyclohexyl]-4-(piperazin-1-yl)-benzamide C(#N)CNC(=O)C1(CCCCC1)NC(C1=CC=C(C=C1)N1CCNCC1)=O